N-(2-cyanoethyl)-2-(5-(3,5-dichloro-4-fluorophenyl)-5-(trifluoromethyl)-4,5-dihydroisoxazol-3-yl)-2,3-dihydro-1H-pyrrolo[3,4-c]pyridine-6-carboxamide C(#N)CCNC(=O)C1=CC2=C(C=N1)CN(C2)C2=NOC(C2)(C(F)(F)F)C2=CC(=C(C(=C2)Cl)F)Cl